CC=1N=C2N(N=C(C=C2C)C2=CC=C3C=C(N=NC3=C2)C2CCN(CC2)CC)C1 7-(2,8-Dimethylimidazo[1,2-b]pyridazin-6-yl)-3-(1-ethylpiperidin-4-yl)cinnoline